ClC1=CC(=NN1C1CCCCC1)NC(=O)C1CC(C1)NC#N (1r,3r)-N-(5-chloro-1-cyclohexyl-1H-pyrazol-3-yl)-3-(cyanoamino)cyclobutane-1-carboxamide